3-methyl-5-(((trifluoromethyl)sulfonyl)oxy)-5',6'-dihydro-[2,3'-bipyridine] CC=1C(=NC=C(C1)OS(=O)(=O)C(F)(F)F)C=1C=NCCC1